zinc indolate N1C(=CC2=CC=CC=C12)C(=O)[O-].[Zn+2].N1C(=CC2=CC=CC=C12)C(=O)[O-]